NC1(C(=O)N)CC=CC=C1 1-aminobenzamide